methoxycarbonyl 3-fluoro-4-[[7-[(3-fluoro-2-pyridyl)oxy]-4-methyl-2-oxo-chromen-3-yl]methyl]pyridine-2-carboxylate FC=1C(=NC=CC1CC=1C(OC2=CC(=CC=C2C1C)OC1=NC=CC=C1F)=O)C(=O)OC(=O)OC